4-[2,3-di(tert-butoxycarbonyl)guanidino]-6-[(1R,2R)-2,3-dihydroxy-1-methoxypropyl]-5,6-dihydro-4H-pyran-2-carboxylic acid C(C)(C)(C)OC(=O)N=C(NC1C=C(OC(C1)[C@@H]([C@@H](CO)O)OC)C(=O)O)NC(=O)OC(C)(C)C